FC(C=1C=C(OCC2CC(C2)NC(C=C)=O)C=CC1)(F)F N-(3-((3-(trifluoromethyl)phenoxy)methyl)cyclobutyl)acrylamide